[Si](C)(C)(C(C)(C)C)OC(C)P(CC)=O (1-((tert-butyldimethylsilyl)oxy)ethyl)(ethyl)phosphine oxide